C(C1=CC=CC=C1)OC1=CC=C2C(=CC=NC2=C1)OCCO 2-((7-(benzyloxy)quinolin-4-yl)oxy)ethan-1-ol